O1C(OCCC1)CCC(=O)C1=C(C=CC(=N1)NC(=O)C1CC1)Br N-(6-(3-(1,3-dioxan-2-yl)propanoyl)-5-bromopyridin-2-yl)cyclopropanecarboxamide